2-(3-(5-(3-chlorophenyl)thiazol-2-yl)-6-oxopyridazin-1(6H)-yl)-N-ethylacetamide ClC=1C=C(C=CC1)C1=CN=C(S1)C1=NN(C(C=C1)=O)CC(=O)NCC